(S)-3-(3-bromo-4-chloro-1H-pyrazol-1-yl)-N-(4-cyano-3-(trifluoromethyl)phenyl)-2-hydroxy-2-methylpropanamide BrC1=NN(C=C1Cl)C[C@](C(=O)NC1=CC(=C(C=C1)C#N)C(F)(F)F)(C)O